1,2-distearoyl-sn-glycero-3-phosphorylglycerol C(CCCCCCCCCCCCCCCCC)(=O)OC[C@@H](OC(CCCCCCCCCCCCCCCCC)=O)COP(=O)(O)OCC(O)CO